IC1=CC=C(CO[Si](C(C)C)(C(C)C)C(C)C)C=C1 ((4-iodobenzyl)oxy)triisopropyl-silane